tert-butyl 5-(thiazol-5-yl)-3,6-dihydropyridine-1(2H)-carboxylate S1C=NC=C1C1=CCCN(C1)C(=O)OC(C)(C)C